COCCOC1=C(C=CC=C1)N1N=C2C=C(C=CC2=C1)N 2-[2-(2-methoxyethoxy)phenyl]-2H-indazol-6-amine